The molecule is a proline derivative having a 2,4-dinitrophenyl substituent on nitrogen. It is a C-nitro compound, a member of pyrrolidines and a proline derivative. C1CC(N(C1)C2=C(C=C(C=C2)[N+](=O)[O-])[N+](=O)[O-])C(=O)O